CN[C@@H]1CCC2=C(C(=CS2)C(F)(F)F)C1 |r| Racemic-N-methyl-3-(trifluoromethyl)-4,5,6,7-tetrahydrobenzothiophen-5-amine